C(#CC)N1C(=O)C(=O)C2=CC=CC=C12 N-propynyl-isatin